3-(1-amino-2-methylpropan-2-yl)-N-(2-((4-(3'-cyano-[1,1'-biphenyl]-3-yl)thiazol-2-yl)amino)-2-oxoethyl)benzamide NCC(C)(C)C=1C=C(C(=O)NCC(=O)NC=2SC=C(N2)C=2C=C(C=CC2)C2=CC(=CC=C2)C#N)C=CC1